4-methyl-piperazine-1-carboxylic acid (4-{6-amino-5-[1-(2-chloro-3,6-difluoro-phenyl)-ethoxy]-pyridin-3-yl}-phenyl)-amide NC1=C(C=C(C=N1)C1=CC=C(C=C1)NC(=O)N1CCN(CC1)C)OC(C)C1=C(C(=CC=C1F)F)Cl